C(C1=CC=CC=C1)OC=1C(N(C=CC1C(=O)NCCNC(=O)CCOCCOCCOCCC(=O)OC1=C(C=CC=C1Cl)Cl)C)=O 2,6-Dichlorophenyl 3-[2-(2-{2-[(2-{[3-(benzyloxy)-1-methyl-2-oxopyridin-4-yl]formamido}ethyl)carbamoyl]ethoxy}ethoxy)ethoxy]propanoate